COCCOC(C(C(C(=O)OCCOC)C(C)C)(C#N)C(C)C)=O 2,3-diisopropyl-2-cyanobutanedioic acid 1,4-bis-(2-methoxyethyl) ester